FC1=C(C=CC=C1)C1=CC(=CN1)C=O 5-(2-fluoro-phenyl)-1H-pyrrole-3-carbaldehyde